tert-butyl 3-[{5-carbamoyl-1-[4-(3,4-difluorophenoxy)phenyl]-4-nitro-1H-pyrazol-3-yl}(prop-2-en-1-yl)amino]azetidine-1-carboxylate C(N)(=O)C1=C(C(=NN1C1=CC=C(C=C1)OC1=CC(=C(C=C1)F)F)N(C1CN(C1)C(=O)OC(C)(C)C)CC=C)[N+](=O)[O-]